C1N(CCC2=CC=CC=C12)C[C@H](CN1C(C2=CC=C(C=C2CC1)N1CCN(CC1)C(C(F)(F)F)=O)=O)O 2-[(2R)-3-(3,4-Dihydro-1H-isochinolin-2-yl)-2-hydroxy-propyl]-6-[4-(2,2,2-trifluoroacetyl)piperazin-1-yl]-3,4-dihydroisochinolin-1-on